[N-]=C=O.[N-]=C=O.C1CCCC2=CC=CC=C12 tetraline diisocyanate